3-(4-((4-(diethylamino)butyl)thio)-1-oxoisoindolin-2-yl)piperidine-2,6-dione C(C)N(CCCCSC1=C2CN(C(C2=CC=C1)=O)C1C(NC(CC1)=O)=O)CC